2-(5-chloro-2-fluorophenyl)-2-isothiocyanatopropyl 2,2-dimethylpropionate CC(C(=O)OCC(C)(N=C=S)C1=C(C=CC(=C1)Cl)F)(C)C